C1(=CC=CC=C1)N(C(CC(=O)OC)=O)C1=C(C=CC(=C1)Cl)[N+](=O)[O-] N-phenyl-N-(2-nitro-5-chlorophenyl)-2-methoxycarbonylacetamide